2-[[7-bromo-2-[2-(2,2,2-trifluoroethoxy)-3-pyridyl]pyrrolo[3,2-d]pyrimidin-5-yl]methoxy]ethyl-trimethyl-silane BrC1=CN(C2=C1N=C(N=C2)C=2C(=NC=CC2)OCC(F)(F)F)COCC[Si](C)(C)C